γ-aminobutyric acid methyl ester COC(CCCN)=O